ClCOC(=O)C1[C@]2(C)[C@@H](CC1)[C@@H]1CCC3=CC(C=C[C@]3(C)[C@H]1C(C2)=O)=O 3,11-dioxoandrost-1,4-diene-17-carboxylic acid chloromethyl ester